3-((1R,3r,5S)-(3-((5-cyclopropyl-3-(2,6-dichlorophenyl)isoxazol-4-yl)methoxy)-8-azabicyclo[3.2.1]octan-8-yl)-1,2,4-oxadiazol-5-yl)-3-methylbenzoic acid C1(CC1)C1=C(C(=NO1)C1=C(C=CC=C1Cl)Cl)COC1C[C@H]2CC[C@@H](C1)N2C2=NOC(=N2)C2(CC(C(=O)O)=CC=C2)C